Hydroxyethylidenebisphosphonic acid OCC(P(O)(O)=O)P(O)(O)=O